FC(CCSSCC(F)(F)F)(F)F (2,2,2-trifluoroethyl) (3,3,3-trifluoro-n-propyl) disulfide